C(C)(C)(C)OC(=O)NC1=CC2=C(C(N(N=C2C(C)C)C2(CC2)C(=O)OC(C)(C)C)=O)S1 tert-butyl 1-[2-(tert-butoxycarbonylamino)-4-isopropyl-7-oxo-thieno[2,3-d]pyridazin-6-yl]cyclopropanecarboxylate